COC1=C(C=C(C=C1)C=1C=NN(C1)C(C)C1=NC(=NO1)C)S(=O)(=O)NC=1C=NC=2CCNC(C2C1)=O 2-Methoxy-5-(1-(1-(3-methyl-1,2,4-oxadiazol-5-yl)ethyl)-1H-pyrazol-4-yl)-N-(5-oxo-5,6,7,8-tetrahydro-1,6-naphthyridin-3-yl)benzenesulfonamide